Amino-urea NNC(=O)N